ClC1=NC=C(C=N1)C=1C=C(C=CC1)[C@H](C)N1C(N=CC=C1C=1C=CC2=C(C(=CO2)C)C1)C N-[(1S)-1-[3-(2-chloropyrimidin-5-yl)phenyl]ethyl]-2-methyl-6-(3-methyl-1-benzofuran-5-yl)pyrimidin